butanoic acid-succinimidyl ester C1(CCC(N1OC(CCC)=O)=O)=O